4-((1R,2R)-1,2-dichloro-2-(p-tolylamino)ethyl)-1,1'-biphenyl Cl[C@@H]([C@H](NC1=CC=C(C=C1)C)Cl)C1=CC=C(C=C1)C1=CC=CC=C1